ClC1=NC=2N(C(=C1)N1CCN(CC1)S(=O)(=O)C(F)(F)F)N=C(C2C2=CC=C(C=C2)Cl)C2=C(C=CC=C2)Cl 5-chloro-2-(2-chlorophenyl)-3-(4-chlorophenyl)-7-[4-(trifluoromethylsulfonyl)piperazin-1-yl]pyrazolo[1,5-a]pyrimidine